(S)-2-((((9H-fluoren-9-yl)methoxy)carbonyl)(methyl)amino)hept-6-enoic acid C1=CC=CC=2C3=CC=CC=C3C(C12)COC(=O)N([C@H](C(=O)O)CCCC=C)C